OCNC(CCCCCCCCCCCCCCCCC)=O N-(hydroxymethyl)stearic acid amide